(6'-((6-(2-fluoro-6-methoxyphenyl)-5-nitropyridin-2-yl)amino)-4'-((S)-3-hydroxypiperidin-1-yl)-[3,3'-bipyridin]-6-yl)(4-hydroxypiperidin-1-yl)methanone FC1=C(C(=CC=C1)OC)C1=C(C=CC(=N1)NC1=CC(=C(C=N1)C=1C=NC(=CC1)C(=O)N1CCC(CC1)O)N1C[C@H](CCC1)O)[N+](=O)[O-]